CC=1C=C(C=C)C=CC1 meta-methyl-styrene